OC=1C(=C(C(=O)OC(C)(C)C)C=CC1)N tert-butyl 3-hydroxy-2-aminobenzoate